C(C)(C)(C)OC(=O)N1CCN(CC1)CCOC=1C=C(C=CC1)N1CCOC2(C1)CCN(CC2)C(=O)OCC2=CC=CC=C2 benzyl 4-(3-(2-(4-(tert-butoxycarbonyl)piperazin-1-yl)ethoxy)phenyl)-1-oxa-4,9-diazaspiro[5.5]undecane-9-carboxylate